BrC1=C(C=CC(=C1)NC(=O)C1SC(CC1C1=C(C(=C(C=C1)F)F)OC)(C(F)(F)F)C)OB(O)O (2-bromo-4-(3-(3,4-difluoro-2-methoxyphenyl)-5-methyl-5-(trifluoromethyl)tetrahydrothiophene-2-carboxamido)phenyl)boric acid